C[Si](OC(C#C)(C)C)(OC(C#C)(C)C)OC(C#C)(C)C Methyl-tris(1,1-dimethyl-2-propynyloxy)silane